N-methyl-3-(triethoxysilyl)-N-[3-(triethoxysilyl)propyl]-1-propylamine CN(CCC[Si](OCC)(OCC)OCC)CCC[Si](OCC)(OCC)OCC